2-(Diadamantylphosphino)-2',4',6'-triisopropyl-3,6-dimethoxy-1,1'-biphenyl C12(CC3CC(CC(C1)C3)C2)P(C2=C(C(=CC=C2OC)OC)C2=C(C=C(C=C2C(C)C)C(C)C)C(C)C)C23CC1CC(CC(C2)C1)C3